(S)-3-(9H-carbazol-9-yl)-N-(4-cyano-3-(trifluoromethyl)phenyl)-2-hydroxy-2-methylpropanamide C1=CC=CC=2C3=CC=CC=C3N(C12)C[C@](C(=O)NC1=CC(=C(C=C1)C#N)C(F)(F)F)(C)O